N-(6-methyl-1,3-benzothiazol-2-yl)-2-[(4-oxo-3-phenyl-6,7-dihydrothieno[3,2-d]pyrimidin-2-yl)thio]acetamide CC1=CC2=C(N=C(S2)NC(CSC=2N(C(C3=C(N2)CCS3)=O)C3=CC=CC=C3)=O)C=C1